C(C)(C)(C)OC(NC1=CC(=CC=C1)CNC1=C(C=NC2=CC=CC=C12)NC(CCCC)=O)=O (3-(((3-pentanamidoquinolin-4-yl)amino)methyl)phenyl)carbamic acid tert-butyl ester